FC(S(=O)(=O)[O-])(F)F.FC([S+]1C=2C=CC=CC2SC2=CC=CC=C12)(F)F 5-(trifluoromethyl)-5H-thianthren-5-ium trifluoromethanesulfonate